tert-Butyl 4-(5-(butylcarbamoyl)-2-(4-methoxyphenyl)pyridin-3-yl)benzoate C(CCC)NC(=O)C=1C=C(C(=NC1)C1=CC=C(C=C1)OC)C1=CC=C(C(=O)OC(C)(C)C)C=C1